COS(=O)(=O)OC.OC(C[NH2+]C(CO)C)C (2-hydroxypropyl)-(1-methyl-2-hydroxyethyl)-ammonium dimethyl-sulfate